N[C@@H]1CN(CCC1(F)F)C1=CC(=CC=2N(C=3N(C21)C=CN3)C=3SC(=NN3)C(F)F)S(=O)(=O)NC3(CC3)C (R)-5-(3-amino-4,4-difluoropiperidin-1-yl)-9-(5-(difluoromethyl)-1,3,4-thiadiazol-2-yl)-N-(1-methylcyclopropyl)-9H-benzo[d]imidazo[1,2-a]imidazole-7-sulfonamide